Cl.N1(CCCCC1)CCCN 3-(piperidin-1-yl)propyl-amine hydrochloride